O[C@@H](C(=O)O)[C@H](C(=O)O)O.C1C2CNCC1C1=C2C=C2C(=C1)N=CC=N2 7,8,9,10-tetrahydro-6,10-methylene-6H-pyrazino[2,3-H][3]benzazepine (2R,3R)-2,3-dihydroxysuccinate